C(C1=CC=CC=C1)N1CC(CCC1)C=1C(=NN2C1N=CC=C2)Br (1-Benzylpiperidin-3-yl)-2-bromopyrazolo[1,5-a]pyrimidine